7,8-Dihydroxy-4-methylphenazine-2-sulfonic acid OC=1C=C2N=C3C(=CC(=CC3=NC2=CC1O)S(=O)(=O)O)C